NC1=C(C=O)C=C(C=C1)C1=C(NC=2N(C1=O)N=C(C2C2=CC=CC=C2)C2=CC=CC=C2)C 2-amino-5-(5-methyl-7-oxo-2,3-diphenyl-4,7-dihydropyrazolo[1,5-a]pyrimidin-6-yl)benzaldehyde